ClC=1C(=CC2=C(N(C(N=C2N2[C@H](CN(CC2)C(=O)[O-])C)=O)C=2C(=NC=CC2C)C(C)C)N1)F (S)-4-(7-chloro-6-fluoro-1-(2-isopropyl-4-methylpyridin-3-yl)-2-oxo-1,2-dihydropyrido[2,3-d]pyrimidin-4-yl)-3-methylpiperazine-1-carboxylate